NC1=NC=2C=CC=CC2C2=C1N=C(N2C[C@@H](C)O[P@](=O)(OC2=CC=CC=C2)N[C@@H](C)C(=O)OC(C)C)COCC isopropyl ((S)-(((R)-1-(4-amino-2-(ethoxymethyl)-1H-imidazo[4,5-c]quinolin-1-yl) propan-2-yl) oxy)(phenoxy) phosphoryl)-L-alaninate